C(C1CO1)C1=C(C(=C(C(=C1O)CC1CO1)C)N)CC1CO1 triglycidyl-4-amino-3-methylphenol